6-chloro-5'-(5-chloro-2-methylphenyl)-2'-(4-cyclopropyl-2-methoxyphenyl)-3'-isopropyl-3'H-spiro[indoline-3,4'-pyrrolo[3,4-d]imidazole]-2,6'(5'H)-dione ClC1=CC=C2C(=C1)NC(C21N(C(C=2N=C(N(C21)C(C)C)C2=C(C=C(C=C2)C2CC2)OC)=O)C2=C(C=CC(=C2)Cl)C)=O